[N+](=O)(O[C@H]1[C@@H]2[C@H](OC1)[C@H](CO2)O[Si](C2=CC=CC=C2)(C2=CC=CC=C2)C(C)(C)C)[O-] [(3R,3aS,6S,6aS)-6-[tert-butyl(diphenyl)silyl]oxy-2,3,3a,5,6,6a-hexahydrofuro[3,2-b]furan-3-yl] nitrate